methyl 5-[5-[(1S)-1-(tert-butoxycarbonylamino)ethyl]-1,2,4-triazol-1-yl]pyrazine-2-carboxylate C(C)(C)(C)OC(=O)N[C@@H](C)C1=NC=NN1C=1N=CC(=NC1)C(=O)OC